β-naphthylacetic acid C1=C(C=CC2=CC=CC=C12)CC(=O)O